N-{6-methoxy-1-methylpyrazolo[4,3-c]pyridin-7-yl}-1-(triphenylmethyl)pyrazole-4-sulfonamide COC1=C(C2=C(C=N1)C=NN2C)NS(=O)(=O)C=2C=NN(C2)C(C2=CC=CC=C2)(C2=CC=CC=C2)C2=CC=CC=C2